C(C)SC1=NN2C(N=CC=C2NCC(F)(F)F)=C1C=1N=NC(=CC1)OCC(C(F)(F)F)(F)F 2-(ethylthio)-3-(6-(2,2,3,3,3-pentafluoropropoxy)pyridazin-3-yl)-N-(2,2,2-trifluoroethyl)pyrazolo[1,5-a]pyrimidin-7-amine